2-({7-amino-4-[3-(5-methylthiophen-3-yl)-1H-indazol-5-yl]-1-oxo-2,3-dihydro-1H-isoindol-2-yl}methyl)prop-2-enenitrile NC=1C=CC(=C2CN(C(C12)=O)CC(C#N)=C)C=1C=C2C(=NNC2=CC1)C1=CSC(=C1)C